N-(4-bromopyridin-2-yl)-2-{4,7-diazaspiro[2.5]octan-7-yl}acetamide BrC1=CC(=NC=C1)NC(CN1CCNC2(CC2)C1)=O